1,3-di-dimethylaminobutane CN(CCC(C)N(C)C)C